3,7-Dimethylamino-10-acetyl-phenothiazine CNC=1C=CC=2N(C3=CC=C(C=C3SC2C1)NC)C(C)=O